C1(=CC=CC=C1)[C@H]([C@H](NCC1=CC(=NO1)C1=CC=CC=C1)C1=CC=CC=C1)NS(=O)(=O)C1=CC=C(C=C1)C N-((R,R)-1,2-Diphenyl-2-(((3-phenylisoxazol-5-yl)methyl)amino)ethyl)-4-methylbenzenesulfonamide